C(C)(C)(C)OC(=O)N1[C@@H]2C[C@@]2(C[C@H]1C(=O)O)CNC(C[C@@H](CCC=C(C)C)C)=O (1R,3S,5R)-2-(tert-Butoxycarbonyl)-5-(((R)-3,7-dimethyloct-6-enamido)methyl)-2-azabicyclo[3.1.0]hexane-3-carboxylic acid